C(C)(=O)NC(C(=O)O)C=C 2-acetamido-2-vinyl-acetic acid